piperidinyl-methyl-purinamine D-tartrate C(=O)(O)[C@@H](O)[C@H](O)C(=O)O.N1(CCCCC1)C1=C2NC(=NC2=NC(=N1)N)C